BrC1OC2=C(C1Br)C=C(C=C2)C#N 2,3-Dibromo-2,3-dihydro-1-benzofuran-5-carbonitrile